4,5-Diamino-1-(2-hydroxyethyl)pyrazol Sulfat S(=O)(=O)(O)O.NC=1C=NN(C1N)CCO